CN1CCC(CC1)C(=O)OCCCCC(CCCCCCCC\C=C/C\C=C/CCCCC)(CCCCCCCC\C=C/C\C=C/CCCCC)O (14z,17z)-5-hydroxy-5-((9z,12z)-octadeca-9,12-dien-1-yl)tricosa-14,17-dien-1-yl 1-methylpiperidine-4-carboxylate